5-chloro-N-((4,5-dimethylthiazol-2-yl)(m-tolyl)methyl)-3-methyl-1-phenyl-1H-pyrazole-4-carboxamide ClC1=C(C(=NN1C1=CC=CC=C1)C)C(=O)NC(C=1C=C(C=CC1)C)C=1SC(=C(N1)C)C